C(C)(C)(C)OC(=O)N1CCC(CC1)N1C[C@H](CCC1)NC1=CC(=C(C=C1)Cl)C(N(C)C)=O.ClC1=CN=CC(=N1)CNC(C)=O N-[(6-Chloropyrazin-2-yl)methyl]acetamide (S)-tert-butyl-3-(4-chloro-3-(dimethylcarbamoyl)phenylamino)-1,4'-bipiperidine-1'-carboxylate